O1C(CCCC1)N1N=CC2=C(C(=CC=C12)C=O)C1CCN(CC1)C=1C=C(C=CC1)C 1-(tetrahydro-2H-pyran-2-yl)-4-(1-(m-tolyl)piperidin-4-yl)-1H-indazole-5-carbaldehyde